[N+](=O)([O-])C1=CC=C(C=C1)CS(=O)(=O)Cl 4-nitrophenyl-methanesulfonyl chloride